4-(Benzyloxy)-3-bromo-2-(4-propylphenethyl)-6-((tetrahydro-2H-pyran-2-yl)methoxy)pyridine C(C1=CC=CC=C1)OC1=C(C(=NC(=C1)OCC1OCCCC1)CCC1=CC=C(C=C1)CCC)Br